4-(6-(trifluoromethyl)-1,2,3,4-tetrahydroquinoline-2-yl)benzenesulfonamide FC(C=1C=C2CCC(NC2=CC1)C1=CC=C(C=C1)S(=O)(=O)N)(F)F